NC=1C(NC2=C3C=CC=NC3=C(C=C2C1C1=C2C=NNC2=C(C=C1)F)OCC1CCC1)=O 3-Amino-6-(cyclobutylmethoxy)-4-(7-fluoro-1H-indazol-4-yl)-1H-1,7-phenanthrolin-2-one